O=C1NC2=C(OC3=C1C=CC=C3)C=CC(=C2)C(=O)NCC2=CN=C(S2)C2=CC=C(C(=O)O)C=C2 4-(5-((11-oxo-10,11-dihydrodibenzo[b,f][1,4]oxazepine-8-carboxamido)methyl)thiazol-2-yl)benzoic acid